C1(=CC=CC=C1)P(C1=C(C2=CC=CC=C2C=C1)C1=C(C=CC2=CC=CC=C12)P(C1=CC=CC=C1)C1=CC=CC=C1)C1=CC=CC=C1 (R)-2,2'-Bis-(diphenylphosphino)-1,1'-binaphthalin